trioctylmethyl-amine mandelate C(C(O)C1=CC=CC=C1)(=O)O.C(CCCCCCC)C(N)(CCCCCCCC)CCCCCCCC